C(C)(C)(C)OC(=O)N1C=C(C=2C1=CN=C(C2F)C2CCN(CC2)C(=O)OC(C)(C)C)C(C)C 5-(1-(tert-Butoxycarbonyl)piperidin-4-yl)-4-fluoro-3-isopropyl-1H-pyrrolo[2,3-c]pyridine-1-carboxylic acid tert-butyl ester